4-(7-chloro-3-(2,6-difluoro-3,5-dimethoxyphenyl)-2,6-naphthyridin-1-yl)morpholine ClC1=NC=C2C=C(N=C(C2=C1)N1CCOCC1)C1=C(C(=CC(=C1F)OC)OC)F